bis-tetra-n-butyl-ammonium hydroxide salt [OH-].C(CCC)[N+](CCCC)(CCCC)CCCC.C(CCC)[N+](CCCC)(CCCC)CCCC.[OH-]